C(C)(C)(C)OC(=O)N1C=CC2=C(C(=CC(=C12)C)CC#C)CN1[C@@H](C[C@@H](CC1)C1CC1)C1=CC=C(C=C1)C(=O)OC 4-(((2S,4R)-4-cyclopropyl-2-(4-(methoxycarbonyl)phenyl)piperidin-1-yl)methyl)-7-methyl-5-(prop-2-yn-1-yl)-1H-indole-1-carboxylic acid tert-butyl ester